4,6-difluoro-s-triazine FC1=NC=NC(=N1)F